C(C)OC(C(CC=C)(C(F)(F)F)OCC1=CC=CC=C1)=O 2-benzyloxy-2-(trifluoromethyl)pent-4-enoic acid ethyl ester